ClCSCCCOC (chloromethyl)(3-methoxypropyl)sulfane